(1S,2S,3S)-N-[7-chloro-6-[4-((3R,4R)-4-fluoro-3-methyl-tetrahydrofuran-3-yl)piperazin-1-yl]-3-isoquinolinyl]-2-methyl-3-(1-methylpyrazol-4-yl)cyclopropanecarboxamide ClC1=C(C=C2C=C(N=CC2=C1)NC(=O)[C@H]1[C@H]([C@@H]1C=1C=NN(C1)C)C)N1CCN(CC1)[C@@]1(COC[C@@H]1F)C